6-(5-chloro-2-fluorophenyl)pyridazine-4-carboxylic acid ClC=1C=CC(=C(C1)C1=CC(=CN=N1)C(=O)O)F